CN1N=C(N=C1)C1=CN=[N+](C=C1)CSCC(=O)Cl 2-[[4-(1-methyl-1,2,4-triazol-3-yl)pyridazin-1-ium-1-yl]methylsulfanyl]acetic acid chloride